BrCCCOC1OCCCC1 2-(3-bromopropyloxy)tetrahydropyran